[Si](C1=CC=CC=C1)(C1=CC=CC=C1)(C(C)(C)C)OCCN1CC2(C1)COCC#CCOC2 2-[(tert-butyldiphenylsilyl)oxy]-1-{6,11-dioxa-2-azaspiro[3.8]dodec-8-yn-2-yl}ethane